CC1=CC=CC=2OC3=CC(=CC=C3C3(C12)OC(C1=CC=CC=C13)=O)N(CC)C1=CC=C(C=C1)C methyl-6'-(N-p-tolyl-N-ethylamino)spiro[isobenzofuran-1(3H),9'-[9H]xanthene]-3-one